8-(3-methoxy-1H-pyrazolo[3,4-b]pyrazin-6-yl)-2-(6-(trifluoromethyl)pyridin-3-yl)-2,8-diazaspiro[4.5]decan-3-one COC1=NNC2=NC(=CN=C21)N2CCC1(CC(N(C1)C=1C=NC(=CC1)C(F)(F)F)=O)CC2